(2-ethoxy-2-oxoethyl)-2-oxo-2,3-dihydro-1H-benzo[d]imidazole-1-carboxylic acid tert-butyl ester C(C)(C)(C)OC(=O)N1C(N(C2=C1C=CC=C2)CC(=O)OCC)=O